ClC=1C=C(C=C2CC[C@H](C12)NC(=O)C=1C=NN(C1)C)C1=NOC(=N1)CC (R)-N-(7-chloro-5-(5-ethyl-1,2,4-oxadiazol-3-yl)-2,3-dihydro-1H-inden-1-yl)-1-methyl-1H-pyrazole-4-carboxamide